C1(CC1)C(OC1=NN(C=C1)C(=O)OC(C)(C)C)C1CC1 Tert-Butyl 3-(dicyclopropylmethoxy)pyrazole-1-carboxylate